4-(azepan-1-yl)-N-(2-methoxypyridin-4-yl)-6-(trifluoromethyl)pyridazine-3-carboxamide N1(CCCCCC1)C1=C(N=NC(=C1)C(F)(F)F)C(=O)NC1=CC(=NC=C1)OC